5-(3,3-difluoropyrrolidin-1-yl)hexanamide FC1(CN(CC1)C(CCCC(=O)N)C)F